C(C=C)(=O)NCCC[Si](O[Si](C)(C)C)(O[Si](C)(C)C)O[Si](C)(C)C 3-acrylamidopropyltris(trimethylsiloxy)silane